tert-butyl 4-[(2-bromo-6-fluoro-phenyl)methyl]-4-cyano-piperidine-1-carboxylate BrC1=C(C(=CC=C1)F)CC1(CCN(CC1)C(=O)OC(C)(C)C)C#N